C(C)C=1N=CC2=C(N1)SC(=C2)C(=O)N ETHYLTHIENO[2,3-D]PYRIMIDINE-6-CARBOXAMIDE